NC1=NC=2C=CC(=CC2C2=C1C(OC2)C)C(=O)N(C2C1=C(OC2)C=C(S1)C=1C=NN(C1)C)C 4-amino-N,3-dimethyl-N-(5-(1-methylpyrazol-4-yl)-2,3-dihydrothieno[3,2-b]furan-3-yl)-1,3-dihydrofuro[3,4-c]quinoline-8-carboxamide